6-[(2S)-2-aminopropyl]-2-chloro-N-[(3-fluoropyridin-2-yl)methyl]-7-methylthieno[3,2-d]pyrimidin-4-amine N[C@H](CC1=C(C=2N=C(N=C(C2S1)NCC1=NC=CC=C1F)Cl)C)C